IC1=CC(=C(N)C=C1)OCOC 4-iodo-2-(methoxymethoxy)aniline